N1CC(C1)C1NCCOC1 3-(azetidin-3-yl)morpholine